5-(1H-imidazol-1-yl)-2-(5-(((1S,3R,5R)-1-methyl-8-azabicyclo[3.2.1]octan-3-yl)thio)pyrazin-2-yl)phenol N1(C=NC=C1)C=1C=CC(=C(C1)O)C1=NC=C(N=C1)S[C@H]1C[C@@]2(CC[C@H](C1)N2)C